C(#N)/C=C/C1CC(CC1)NC(OC(C)(C)C)=O tert-butyl (E)-(3-(2-cyanovinyl)cyclopentyl)carbamate